ClC1=NC=2C=C(C=CC2C2=C1C=NN2C)CN(C(=O)C=2C=NC(=CC2)C(F)(F)F)C2=CC=CC=1CCS(C12)(=O)=O N-({4-chloro-1-methyl-1H-pyrazolo[4,3-c]quinolin-7-yl}methyl)-N-(1,1-dioxo-2,3-dihydro-1λ6-benzothiophen-7-yl)-6-(trifluoromethyl)pyridine-3-carboxamide